4-(3-Methoxy-4-{[2-(trifluoromethyl)phenoxy]methyl}phenyl)-2H,4H,5H,6H,7H-pyrazolo[3,4-b]pyridin-6-on COC=1C=C(C=CC1COC1=C(C=CC=C1)C(F)(F)F)C1C=2C(NC(C1)=O)=NNC2